4-[4-(tert-butoxycarbonyl)piperazin-1-yl]-2H-indazole-7-carboxylic acid C(C)(C)(C)OC(=O)N1CCN(CC1)C=1C2=CNN=C2C(=CC1)C(=O)O